FC1=C(C=C(C(=C1)C(F)(F)F)F)NS(=O)(=O)C1=CNC(=C1)C=1N=C(SC1)C N-[2,5-difluoro-4-(trifluoromethyl)phenyl]-5-(2-methyl-1,3-thiazol-4-yl)-1H-pyrrole-3-sulfonamide